COC=1C=C2C=CC(=CC2=CC1)C=1C=C2CC(C(C2=CC1)NC(O[C@@H]1CN2CCC1CC2)=O)(C)C (S)-quinuclidin-3-yl (5-(6-methoxynaphthalen-2-yl)-2,2-dimethyl-2,3-dihydro-1H-inden-1-yl)carbamat